(-)-(R)-4-Hydroxy-2,6-bis(3,4,5-trifluorophenyl)-8,9,10,11,12,13,14,15-octahydrodinaphtho[2,1-d:1',2'-f][1,3,2]dioxaphosphepine 4-oxide OP1(OC2=C(C3=C(O1)C(=CC=1CCCCC13)C1=CC(=C(C(=C1)F)F)F)C=1CCCCC1C=C2C2=CC(=C(C(=C2)F)F)F)=O